COC1=CC=C(C=C1)NC(CN(C=1C2=C(N=C(N1)C1=NC=CC(=C1)OC1COC1)CCC2)C)=O N-(4-methoxyphenyl)-2-[methyl({2-[4-(oxetan-3-yloxy)pyridin-2-yl]-5H,6H,7H-cyclopenta[d]pyrimidin-4-yl})amino]acetamide